octyl-boric acid C(CCCCCCC)OB(O)O